C(CCCCCCC\C=C/C\C=C/CCCCC)(=O)OCCCCCCCCCCCCCCCCCCCCCCCCCCCCCCCCCO 33-hydroxytritriacontyl linoleate